tert-butyl N-{[5-(2-fluorophenyl)-1-(3-hydroxyphenylsulphonyl)-4-methoxy-1H-pyrrol-3-yl] methyl}-N-methylcarbamate FC1=C(C=CC=C1)C1=C(C(=CN1S(=O)(=O)C1=CC(=CC=C1)O)CN(C(OC(C)(C)C)=O)C)OC